Cl.NCC1N(CCN(C1)C1=CC(=C(C=C1)OC(F)F)OCC1CC1)C(C)=O (2-(aminomethyl)-4-(3-(cyclopropylmethoxy)-4-(difluoromethoxy)phenyl)piperazin-1-yl)ethan-1-one hydrochloride